Dibenzo[d,b]Silole C1=CC=CC=2[SiH2]C3=C(C21)C=CC=C3